methyl 2-(4-(2-(4-chloro-2-fluorophenyl)-2-methylbenzo[d][1,3]Dioxol-4-yl)-3-fluorobenzyl)-1-((1-ethyl-1H-imidazol-5-yl)methyl)-1H-benzo[d]imidazole-6-carboxylate ClC1=CC(=C(C=C1)C1(OC2=C(O1)C=CC=C2C2=C(C=C(CC1=NC3=C(N1CC1=CN=CN1CC)C=C(C=C3)C(=O)OC)C=C2)F)C)F